(R)-8-(1-aminoethyl)-2-cyclopentyl-3,6-dimethylquinazolin-4(3H)-one N[C@H](C)C=1C=C(C=C2C(N(C(=NC12)C1CCCC1)C)=O)C